ClC1=CC=CC2=C1N=C(S2)NC(=O)C2CNCCC2 N-(4-chloro-1,3-benzothiazol-2-yl)piperidine-3-carboxamide